6-METHOXY-N-(4-ISOPROPYLPHENYL)-2-(TRIFLUOROMETHYL)-1H-IMIDAZO[4,5-B]PYRAZIN-5-AMINE COC1=C(N=C2C(=N1)NC(=N2)C(F)(F)F)NC2=CC=C(C=C2)C(C)C